ClC1=CC(=C(S1)C1=CC=C(C(=N1)C)O[C@@H]1CC(CCC1)C(=O)O)COC1=NC=C(C=N1)C(C)C (3S)-3-((6-(5-Chloro-3-(((5-isopropylpyrimidin-2-yl)oxy)methyl)thiophen-2-yl)-2-methylpyridine-3-yl)oxy)cyclohexane-1-carboxylic acid